CC(C(=O)OCCCCCCCCCCCCOC1=CC=C2C(=C(C(OC2=C1)=O)Cl)C)=C 12-[(3-chloro-4-methyl-2-oxo-2H-chromen-7-yl)oxy]dodecyl 2-methylprop-2-enoate